5-NITRO-1H-PYRROLO[2,3-B]PYRIDINE-3-CARBALDEHYDE [N+](=O)([O-])C=1C=C2C(=NC1)NC=C2C=O